3-chlorobenzyl ((S)-1-(((S)-5-((4-chlorophenethyl)(methyl)amino)-1-hydroxy-5-oxopentan-2-yl)amino)-3-cyclohexyl-1-oxopropan-2-yl)carbamate ClC1=CC=C(CCN(C(CC[C@@H](CO)NC([C@H](CC2CCCCC2)NC(OCC2=CC(=CC=C2)Cl)=O)=O)=O)C)C=C1